1-((4R)-2-(4-(2,4-difluoro-6-(2-methoxyethoxy)phenyl)-7-(2-methyl-2H-indazol-6-yl)isothiazolo[5,4-c]pyridin-5-yl)-4-methyl-6,7-dihydropyrazolo[1,5-a]pyrazin-5(4H)-yl)prop-2-en-1-one FC1=C(C(=CC(=C1)F)OCCOC)C1=C2C(=C(N=C1C1=NN3C([C@H](N(CC3)C(C=C)=O)C)=C1)C=1C=CC3=CN(N=C3C1)C)SN=C2